tert-butyl 4-(3-cyclopropyl-4-((5-(trifluoromethyl)-4-(trimethylstannyl)pyrimidin-2-yl)amino)phenyl)piperazine-1-carboxylate C1(CC1)C=1C=C(C=CC1NC1=NC=C(C(=N1)[Sn](C)(C)C)C(F)(F)F)N1CCN(CC1)C(=O)OC(C)(C)C